ClC1=C(\C=N\O[C@H](C(=O)OCC)C)C=C(C(=C1)F)N1C(N(C(=CC1=O)C(F)(F)F)C)=O ethyl (2S)-2-{[(E)-{2-chloro-4-fluoro-5-[3-methyl-2,6-dioxo-4-(trifluoromethyl)-3,6-dihydropyrimidin-1(2H)-yl]benzylidene} amino] oxy}propanoate